O=C1CCC(N1C(C)=O)C(C)=O 1,1'-(5-oxopyrrolidine-1,2-diyl)diethanone